5-tert-butoxycarbonyl-4,6,7,8-tetrahydropyrazolo[1,5-a][1,4]diazepine-2-carboxylic acid C(C)(C)(C)OC(=O)N1CC=2N(CCC1)N=C(C2)C(=O)O